3-((4-(1,4-diazepan-1-yl)-6-(1H-pyrazol-1-yl)-1,3,5-triazin-2-yl)amino)-1-(pyrrolidin-1-yl)propan-1-one N1(CCNCCC1)C1=NC(=NC(=N1)N1N=CC=C1)NCCC(=O)N1CCCC1